CC1(C2=CC=CC=C2N(C=2C=CC=CC12)CCC)C 9,9-dimethyl-10-propyl-9,10-dihydroacridine